ClCCN1CCC(CC1)COC1=CC(=C2C(NC(=NC2=C1)CSC1CCOCC1)=O)F 7-((1-(2-chloroethyl)piperidin-4-yl)methoxy)-5-fluoro-2-(((tetrahydro-2H-pyran-4-yl)thio)methyl)quinazolin-4(3H)-one